N1(N=CC=C1)C1=C2CCNC2=CC=C1 4-(1H-pyrazol-1-yl)indoline